5-((allyloxy)methyl)-3-((6-bromo-3-vinylpyridin-2-yl)carbamoyl)-2-azabicyclo[3.1.0]hexane-2-carboxylate C(C=C)OCC12CC(N(C2C1)C(=O)[O-])C(NC1=NC(=CC=C1C=C)Br)=O